N1N=CC=2C1=NC=C(C2)C2=CC=C(C=C2)C(C)=O 1-(4-(1H-pyrazolo[3,4-b]pyridin-5-yl)phenyl)ethanone